1-methylcyclopropane-1,2,3-tricarboxylic acid CC1(C(C1C(=O)O)C(=O)O)C(=O)O